(3s,4r)-4-[tert-butyl-(dimethyl)silyl]oxy-3-(cyclopentyloxy)-4-(3-methoxy-4-methyl-phenyl)butanal C(C)(C)(C)[Si](O[C@@H]([C@H](CC=O)OC1CCCC1)C1=CC(=C(C=C1)C)OC)(C)C